C(CCCCCCCC)OC=1C=C(C(=O)OC)C=C(C1)OCCCCCCCCCCC Methyl 3-(nonyloxy)-5-(undecyloxy)benzoate